C(C1=CC=CC=C1)NC(N(C1=NC=C(C=C1)C=1C=NN(C1)C)[C@@H]1CC[C@H](CC1)NC1=NC=C(C(=N1)N1CC2=C(CC1)N=CS2)C#N)=O 3-benzyl-1-(trans-4-((5-cyano-4-(6,7-dihydro-[1,3]thiazolo[5,4-c]pyridine-5(4H)-yl)pyrimidin-2-yl)amino)cyclohexyl)-1-(5-(1-methyl-1H-pyrazol-4-yl)-pyridin-2-yl)urea